C(C)N1N=CC(=C1)C(=O)NCC#CC1=NN2C(C=CC=C2N[C@H]2[C@H](CN(CC2)C)F)=C1CC(F)(F)F 1-ethyl-N-[3-(7-{[(3S,4R)-3-fluoro-1-methylpiperidin-4-yl]amino}-3-(2,2,2-trifluoroethyl)pyrazolo[1,5-a]pyridin-2-yl)prop-2-yn-1-yl]-1H-pyrazole-4-carboxamide